ClC=1C(=C(C=CC1Cl)NC1=NC=NC2=CC(=C(C=C12)OC1CCN(CC1)C(CCCCNC1=C2C(N(C(C2=CC=C1)=O)C1C(NC(CC1)=O)=O)=O)=O)OC)F 4-((5-(4-((4-((3,4-dichloro-2-fluorophenyl)amino)-7-methoxyquinazolin-6-yl)oxy)piperidin-1-yl)-5-oxopentyl)amino)-2-(2,6-dioxopiperidin-3-yl)isoindoline-1,3-dione